copper (II) bis(2-ethyl-1-hexylamine) formate C(=O)[O-].C(C)C(CN)CCCC.C(C)C(CN)CCCC.[Cu+2].C(=O)[O-]